ClC1=CC(=C(C=C1)CO)C(F)(F)F (4-chloro-2-(trifluoromethyl)phenyl)methanol